FC1=CC=C(C=N1)OC1=CC(=NC=C1)N 4-[(6-fluoro-3-pyridyl)oxy]pyridin-2-amine